NN1C(N(N=CC1=O)C1=CC(=C(C(=C1)Cl)OC1=CN(C(C=C1)=O)C(C(F)(F)F)C)Cl)=O amino-2-(3,5-dichloro-4-((6-oxo-1-(1,1,1-trifluoropropan-2-yl)-1,6-dihydropyridin-3-yl)oxy)phenyl)-1,2,4-triazine-3,5(2H,4H)-dione